BrC1=C(N=C2N(C1=O)C=C(S2)F)C(F)(F)F 6-bromo-2-fluoro-7-(trifluoromethyl)-[1,3]thiazolo[3,2-a]pyrimidin-5-one